C1=CN(C(=O)NC1=O)C=O formyluracil